3-phenyl-isoxazole-5-carbaldehyde C1(=CC=CC=C1)C1=NOC(=C1)C=O